bis(β-methoxycarbonylethyl)tin dilaurate C(CCCCCCCCCCC)(=O)[O-].C(CCCCCCCCCCC)(=O)[O-].COC(=O)CC[Sn+2]CCC(=O)OC